P(=O)(OC1=CC=CC=C1)(OC(C1=C(C=C(C=C1C)C)C)=O)[O-] phenyl (2,4,6-trimethylbenzoyl) phosphate